N1=C(C=CC=C1)SSCCC(=O)ON1C(C(CC1=O)S(=O)(=O)O)=O 3-(2-pyridyldithio)-propionic acid, 2,5-dioxo-3-sulfo-1-pyrrolidinyl ester